ClC=1N=NC(=CC1OCCI)Cl 3,6-dichloro-4-(2-iodoethoxy)pyridazine